C(C)[Si](N1CN(CC1)CCC[Si](OCC)(OCC)C)(CC)CC 3-(3-triethylsilyl-1-imidazolidinyl)propyl-methyldiethoxysilane